IC1=CN=C2N1C=CC(=C2)C2CN(C2)C(=O)OC(C)(C)C tert-butyl 3-(3-iodoimidazo[1,2-a]pyridin-7-yl)azetidine-1-carboxylate